(2R,3R)-6-(4-(6-fluoropyridin-2-yl)benzyl)-7-methyl-3-(2-methyltetrahydrofuran-3-yl)imidazo[1,5-a]pyrazin-8(7H)-one FC1=CC=CC(=N1)C1=CC=C(CC=2N(C(C=3N(C2)C(=NC3)[C@@H]3[C@H](OCC3)C)=O)C)C=C1